CP(=O)(C)C1=CC2=C(C(=N1)C1=CNC3=CN=C(C=C31)NC(C)=O)OCC(O2)C N-(3-(7-(dimethylphosphoryl)-2-methyl-2,3-dihydro-[1,4]dioxino[2,3-c]pyridin-5-yl)-1H-pyrrolo[2,3-c]pyridin-5-yl)acetamide